5-((2r,5s)-2,5-dimethyl-4-propylpiperazin-1-yl)-2-(4-isopropyl-5-(8-methoxy-[1,2,4]triazolo[1,5-a]pyridin-6-yl)-1H-pyrazol-3-yl)thiazole C[C@H]1N(C[C@@H](N(C1)CCC)C)C1=CN=C(S1)C1=NNC(=C1C(C)C)C=1C=C(C=2N(C1)N=CN2)OC